FC1=CC(=CC(=C1)I)F 1,3-difluoro-5-iodobenzene